ClC=1N(N=C2C=CC(=CC12)B(O)O)C (3-Chloro-2-methyl-2H-indazol-5-yl)boronic acid